2-(1-acetylpiperidin-4-yl)-9-(1-((6-chloro-2-(1-methyl-1H-1,2,4-triazol-3-yl)pyridin-3-yl)amino)ethyl)-4-ethyl-7-methyl-2,4-dihydro-5H-pyrazolo[3,4-c]isoquinolin-5-one C(C)(=O)N1CCC(CC1)N1N=C2N(C(C=3C=C(C=C(C3C2=C1)C(C)NC=1C(=NC(=CC1)Cl)C1=NN(C=N1)C)C)=O)CC